bis[1-[3-(n-butyloxy)-2-hydroxypropyl]-2,2,6,6-tetramethylpiperidin-4-yl] decanedioate C(CCCCCCCCC(=O)OC1CC(N(C(C1)(C)C)CC(COCCCC)O)(C)C)(=O)OC1CC(N(C(C1)(C)C)CC(COCCCC)O)(C)C